[Cl-].C(#N)C[C@H](C[N+](C)(C)C)O (R)-3-cyano-2-hydroxy-N,N,N-trimethyl-1-propylammonium chloride